3,6-Nonadienal C(CC=CCC=CCC)=O